O[C@H]1C2(C[C@H]1[C@H]1N3C(C4=CC=CC=C14)=CN=C3)C[C@H]3CC[C@@H](C2)N3C(=O)OCCCC butyl (1R,2'R,3r,3'S,5S)-2'-hydroxy-3'-((R)-5H-imidazo[5,1-a]isoindol-5-yl)-8-azaspiro[bicyclo[3.2.1]octane-3,1'-cyclobutane]-8-carboxylate